1-methyl-4-(tritylsulfanylmethyl)piperidine (3S)-3-({N-[(4-methoxy-1H-indol-2-yl)carbonyl]-L-leucyl}amino)-2-oxo-4-[(3S)-2-oxopyrrolidin-3-yl]butyl-1-methyl-1H-imidazole-4-carboxylate COC1=C2C=C(NC2=CC=C1)C(=O)N[C@@H](CC(C)C)C(=O)N[C@H](C(COC(=O)C=1N=CN(C1)C)=O)C[C@H]1C(NCC1)=O.CN1CCC(CC1)CSC(C1=CC=CC=C1)(C1=CC=CC=C1)C1=CC=CC=C1